(3-((2-(2,6-dioxopiperidin-3-yl)-3-oxoisoindolin-4-yl)amino)propyl)picolinamide O=C1NC(CCC1N1CC2=CC=CC(=C2C1=O)NCCCC=1C(=NC=CC1)C(=O)N)=O